COC1=CC=C(C=C1)C1=NN=NC=C1 4-(p-methoxyphenyl)-triazine